O=C1CN(CCN1CC1=CC=C(C=C1)B1OC(C(O1)(C)C)(C)C)C1=CC=C(C#N)C=C1 4-(3-oxo-4-(4-(4,4,5,5-tetramethyl-1,3,2-dioxaborolan-2-yl)benzyl)piperazin-1-yl)benzonitrile